2-((4-(7-(((2S,5R)-5-((4-Chlorophenyl)sulfonamido)tetrahydro-2H-pyran-2-yl)methyl)-2,7-diazaspiro[3.5]nonan-2-yl)pyrimidin-5-yl)oxy)-N-ethyl-5-fluoro-N-isopropylbenzamide ClC1=CC=C(C=C1)S(=O)(=O)N[C@@H]1CC[C@H](OC1)CN1CCC2(CN(C2)C2=NC=NC=C2OC2=C(C(=O)N(C(C)C)CC)C=C(C=C2)F)CC1